C1(CC1)NC(C1=CC(=C(C=C1)C)C=1C=NN(C1)C1=CN=C(S1)C1=CC=CC=C1)=O N-cyclopropyl-4-methyl-3-[1-(2-phenyl-thiazol-5-yl)-1H-pyrazol-4-yl]-benzamide